5-Amino-1,3-benzenedihydrazide NC=1C=C(C=C(C1)C(=O)NN)C(=O)NN